P(=O)([O-])([O-])[O-].C1(=CC=CC2=CC=CC=C12)C1=CC=CC2=CC=CC=C12.[K+].[K+].[K+] potassium binaphthyl phosphate salt